FC=1C=C2C(=NC=3N(C2=CC1C(S(=O)(=O)C1=CC=C(C)C=C1)SC)C=NN3)NC 7-fluoro-N-methyl-8-((methylthio)(tosyl)methyl)-[1,2,4]triazolo[4,3-a]quinazolin-5-amine